Br[Si]1(C[Si](C1)(C)Cl)C 1-bromo-3-chloro-1,3-dimethyl-1,3-disilacyclobutane